2-chloro-N-((4-(5-(trifluoromethyl)pyridin-2-yl)bicyclo[2.2.2]oct-1-yl)methyl)furo[3,2-d]pyrimidin-4-amine ClC=1N=C(C2=C(N1)C=CO2)NCC21CCC(CC2)(CC1)C1=NC=C(C=C1)C(F)(F)F